5-((2R,5R)-2,5-dimethyl-4-(methylsulfonyl)piperazin-1-yl)-1-(4-fluorophenyl)-1H-indazole C[C@H]1N(C[C@H](N(C1)S(=O)(=O)C)C)C=1C=C2C=NN(C2=CC1)C1=CC=C(C=C1)F